C(C)(C)(C)C=1C(=C(C=O)C=C(C1)C(C)(C)C)O 3,5-di-t-butyl-2-hydroxybenzaldehyde